[Pd+2].ClC1=C(C(=NC2=CC=CC=C12)C=1OCCN1)Cl dichloro[2-(4,5-dihydro-2-oxazolyl)quinoline] palladium (II)